N1CC(C1)C1=NN(C2=C1C(=NC=C2)N2CC(C2)O)C2=CC=C(C=C2)OC(F)(F)F 1-(3-(azetidin-3-yl)-1-(4-(trifluoromethoxy)phenyl)-1H-pyrazolo[4,3-c]pyridin-4-yl)azetidin-3-ol